4-chloro-5-(3-(ethoxy(4-fluoro-2-(trifluoromethyl)phenyl)methyl)-5,6-dihydroimidazo[1,2-a]pyrazin-7(8H)-yl)pyridazin-3(2H)-one ClC=1C(NN=CC1N1CC=2N(CC1)C(=CN2)C(C2=C(C=C(C=C2)F)C(F)(F)F)OCC)=O